ClC1=C(C#N)C=CC(=C1)N1CC2(C[C@H]1C)CCN(CC2)C2=CC=C(C=C2)C(=O)N2CCC2CN2CCN(CC2)C2=CC(=CC=C2)NC2C(NC(CC2)=O)=O 2-Chloro-4-((3R)-8-(4-(4-((4-(3-((2,6-dioxopiperidin-3-yl)amino)phenyl)piperazin-1-yl)methyl)azetidine-1-carbonyl)phenyl)-3-methyl-2,8-diazaspiro[4.5]decan-2-yl)benzonitrile